1-(2,3-Dichloro-6-methoxyphenyl)-6-azaspiro[2.5]octane ClC1=C(C(=CC=C1Cl)OC)C1CC12CCNCC2